[6-(trifluoromethyl)-3-pyridyl]propanal FC(C1=CC=C(C=N1)C(C=O)C)(F)F